C(C)OC(=O)C=1OC2=C(C1C)C=C(C=C2)S(NCCC2=CC(=CC=C2)I)(=O)=O 5-(N-(3-iodophenethyl)sulfamoyl)-3-methylbenzofuran-2-carboxylic acid ethyl ester